C(C1=CC=CC=C1)ON1N2C(C(N(C1)C1(CCC1)C=C)=O)=CC(C=C2)=O (benzyloxy)-3-(1-vinylcyclobutyl)-2,3-dihydro-1H-pyrido[2,1-f][1,2,4]triazine-4,6-dione